(methylamino)tetrahydro-2H-pyran-4-ol CNC1OCCC(C1)O